1-(3-Chloropyridin-2-yl)-3-((1,1-dioxothietin-3-yl)oxy)-1H-pyrazole-5-carboxylic acid ethyl ester C(C)OC(=O)C1=CC(=NN1C1=NC=CC=C1Cl)OC1=CS(C1)(=O)=O